Cl.C(\C=C\C(=O)OCC1(N2CCC(C1=O)CC2)COC)(=O)OCC2(N1CCC(C2=O)CC1)COC 1,4-bis[[2-(methoxymethyl)-3-oxo-1-azabicyclo[2.2.2]octan-2-yl]methyl] (2E)-but-2-enedioate hydrochloride